C(C1=CC=CC=C1)NC(=O)C=1C=C(C=C(C1)[N+](=O)[O-])B(O)O 3-(BENZYLCARBAMOYL)-5-NITROPHENYLBORONIC ACID